CC(C(=O)OC(C)(C)C)C(CC(C)C)C tert-butyl 2,3,5-trimethylhexanoate